BrC=1C=C2C(=NN(C2=CC1)CC1CC1)COC1=C(C=CC=C1)CC(=O)OCC ethyl 2-(2-((5-bromo-1-(cyclopropylmethyl)-1H-indazol-3-yl)methoxy)phenyl)acetate